2'-((2-chloro-6-methyl-5,6,7,8-tetrahydropyrido[4,3-d]pyrimidin-4-yl)amino)-1'-fluoro-8',9'-dihydrospiro[cyclopropane-1,10'-pyrido[3',4':4,5]pyrrolo[2,3-f]isoquinolin]-7'(11'H)-one ClC=1N=C(C2=C(N1)CCN(C2)C)NC=2N=CC=1C=CC3=C(C1C2F)NC2=C3C(NCC23CC3)=O